C12COCC(CC1)N2C=2C=CC1=C(N=CO1)C2 5-(3-oxa-8-azabicyclo[3.2.1]oct-8-yl)benzo[d]oxazole